methoxyformyl-methyltriphenyl-phosphine bromide [Br-].COC(=O)C=1C(=C(C=CC1)P(C1=CC=CC=C1)C1=CC=CC=C1)C